2,6-difluoro-3,5-dimethoxybenzyl alcohol FC1=C(CO)C(=C(C=C1OC)OC)F